C(C)(C)(C)C1CCC(CC1)OC(=O)OOC(=O)OC1CCC(CC1)C(C)(C)C di(4-tert-butylcyclohexyl)-peroxydicarbonate